1,2-dinonyl-sn-glycero-3-phosphorylcholine C(CCCCCCCC)OC[C@@H](OCCCCCCCCC)COP(=O)(O)OCC[N+](C)(C)C